NC1=NN2C(C=C(C=C2)C2=NC3=CC=C(C=C3C(=C2)C(=O)NCC2=C(C=CC=C2)SC2=C(C=CC=C2)CO)F)=N1 2-(2-amino-[1,2,4]triazolo[1,5-a]pyridin-7-yl)-6-fluoro-N-(2-((2-(hydroxymethyl)phenyl)thio)benzyl)quinoline-4-carboxamide